FC=1C=C2C(CC(NC2=CC1)=O)(C)O 6-fluoro-4-hydroxy-4-methyl-3,4-dihydroquinolin-2(1H)-one